(R)-4-((1-(4-bromothiophen-2-yl)ethyl)amino)-6-cyclopropyl-2-methyl-2,6-dihydropyrido[3,4-d]pyridazine-1,7-dione BrC=1C=C(SC1)[C@@H](C)NC1=NN(C(C=2C1=CN(C(C2)=O)C2CC2)=O)C